ClC1=CC2=C(N(C(=N2)C2N(CCC(C2)C(=O)N)C2COCC2)C2=CC(=C(C=C2)Cl)F)C=C1Cl 5,6-dichloro-1-(4-chloro-3-fluorophenyl)-1H-benzo[d]imidazol-2-yl(tetrahydrofuran-3-yl)piperidine-4-carboxamide